OC1=C(C(=O)OC)C=C(C=C1)NC(=O)NCCNC(C(CC)OCCCC\C=C/C\C=C/C\C=C/C\C=C/C\C=C/CC)=O Methyl 2-hydroxy-5-(3-(2-(2-((5Z,8Z,11Z,14Z,17Z)-icosa-5,8,11,14,17-pentaen-1-yloxy)butanamido)ethyl)ureido)benzoate